Hydroxyl-Pivalaldehyde OCC(C=O)(C)C